2,5-bis[1-(furan-2-yl)ethan-1-yl]Furan O1C(=CC=C1)C(C)C=1OC(=CC1)C(C)C=1OC=CC1